6-amino-3-(2-hydroxyphenyl)-1,2,4-triazin-5-ol NC1=C(N=C(N=N1)C1=C(C=CC=C1)O)O